Cl.C12=CN(C=3C=CC4(C5(C13)C1=CC=CC=C1C=C4NCC5)C2)C(=O)O 6,11b-(epiminoethano)-1,5a-methanonaphtho[1,2-e]indole-3-carboxylate hydrochloride